N-(4-(2-chloro-5-fluorophenoxy)-7-((2-chloroacetamido)methyl)-3-(1,3-dioxoisoindolin-2-yl)-1H-indazol-5-yl)-3-fluoro-5-(trifluoromethyl)benzamide ClC1=C(OC2=C3C(=NNC3=C(C=C2NC(C2=CC(=CC(=C2)C(F)(F)F)F)=O)CNC(CCl)=O)N2C(C3=CC=CC=C3C2=O)=O)C=C(C=C1)F